dodecyl ((3S,4S)-1-(4-((3S,4S)-3,4-bis(((1S,2R)-2-phenylcyclopropyl) carbamoyl)pyrrolidine-1-carbonyl)benzoyl)-4-methoxypyrrolidin-3-yl)carbamate C1(=CC=CC=C1)[C@@H]1[C@H](C1)NC(=O)[C@@H]1CN(C[C@H]1C(N[C@@H]1[C@H](C1)C1=CC=CC=C1)=O)C(=O)C1=CC=C(C(=O)N2C[C@@H]([C@H](C2)OC)NC(OCCCCCCCCCCCC)=O)C=C1